6-(1-(2,2-difluoroethyl)-1H-indol-4-yl)-3,11,11-trimethyl-5-(trifluoromethyl)-8,9,10,11-tetrahydrofuro[3,2-f][1,2,4]triazolo[4,3-a]quinoxaline FC(CN1C=CC2=C(C=CC=C12)C=1C2=C(C=3NC(C=4N(C3C1C(F)(F)F)C(=NN4)C)(C)C)CCO2)F